C(=C)CO[SiH](OCCCCCC)OCCCCCC vinylmethoxydihexyloxy-silane